BrC=1C=NC(=NC1)N1CCN(CC1)C 5-bromo-2-(4-methylpiperazin-1-yl)pyrimidine